OCCN1N=CC(=C1)C(=O)N (2-hydroxyethyl)-1H-pyrazole-4-carboxamide